cyclopropyl-[rac-(5S,7S)-7-fluoro-5-phenyl-6,7-dihydro-5H-pyrrolo[1,2-b][1,2,4]triazol-2-yl]methanone C1(CC1)C(=O)C=1N=C2N(N1)[C@@H](C[C@@H]2F)C2=CC=CC=C2 |r|